NC=1N=NC2=C(N1)C=CC(=C2)C=2C=C(C=CC2)O 3-(3-Aminobenzo[e][1,2,4]triazin-7-yl)phenol